NC=1C=C(C(=C(C1)[C@@H](C)N1C(C=CC=C1N1[C@H](CN(CC1)C)C)C)F)C(F)F N-((R)-1-(5-Amino-3-(difluoromethyl)-2-fluorophenyl)ethyl)-6-((S)-2,4-dimethylpiperazine-1-yl)-2-methylpyridin